1-Cyclopentylpyrazol-3-amine C1(CCCC1)N1N=C(C=C1)N